(1aR,5aR)-2-(4-Chloro-pyridin-2-yl)-1a,2,5,5a-tetrahydro-1H-2,3-diaza-cyclopropa[a]pentalene-4-carboxylic Acid [1-Methyl-1-(1H-tetrazol-5-yl)-ethyl]-amide CC(C)(C1=NN=NN1)NC(=O)C=1C=2C[C@@H]3[C@H](C2N(N1)C1=NC=CC(=C1)Cl)C3